C[C@H]1NC(C2=C(C=3C=4C=CC(=NC4C=CC3S2)C=2C=NC=C(C2)C=C)NC1)=O (R)-10-methyl-3-(5-vinylpyridin-3-yl)-9,10,11,12-tetrahydro-8H-[1,4]diazepino[5',6':4,5]thieno[3,2-f]quinolin-8-one